ClC1=C(CN2C(C=3N(CC2)N=C(C3CCO[Si](C(C)C)(C(C)C)C(C)C)C(=O)O)=O)C=CC=C1 5-(2-chlorobenzyl)-4-oxo-3-(2-triisopropylsilyloxyethyl)-4,5,6,7-tetrahydropyrazolo[1,5-a]pyrazine-2-carboxylic acid